(2-fluoro-6-hydroxy-4-(1-isopentylpiperidin-3-yl)phenyl)-1,2,5-thiadiazolidin-3-one 1,1-dioxide FC1=C(C(=CC(=C1)C1CN(CCC1)CCC(C)C)O)N1S(NCC1=O)(=O)=O